C(C=C)O[C@@H](C=O)[C@@H](O)[C@@H](O)[C@H](O)CO O-allyl-galactose